(S)-4-(2-(4-(5-chloro-2-(4-chloro-1H-1,2,3-triazol-1-yl)phenyl)-6-oxopyrimidin-1(6H)-yl)phenylpropionamido)benzoic acid ClC=1C=CC(=C(C1)C=1N=CN(C(C1)=O)C1=C(C=CC=C1)CCC(=O)NC1=CC=C(C(=O)O)C=C1)N1N=NC(=C1)Cl